5-[2-(4-benzo[d]isoxazol-3-yl-piperidin-1-yl)-ethyl]-2-methyl-5H-pyrazolo[1,5-a]pyrazin-4-one O1N=C(C2=C1C=CC=C2)C2CCN(CC2)CCN2C(C=1N(C=C2)N=C(C1)C)=O